7-(3,4,5-trimethoxyphenyl)-8,9,10,11-tetrahydro-3H-pyrrolo[3,2-a]phenanthridine COC=1C=C(C=C(C1OC)OC)C1=NC2=CC=C3C(=C2C=2CCCCC12)C=CN3